C(=O)(OC(C)(C)C)N[C@@H](CO)CC(C)C (2R)-2-(Boc-amino)-4-methyl-1-pentanol